N-(4-fluorophenyl)-2,6-dimethyl-thiomorpholine-4-carboxamide FC1=CC=C(C=C1)NC(=O)N1CC(SC(C1)C)C